(S)-3-Chloro-4-((3,5-difluoropyridin-2-yl)methoxy)-2'-(2-(2-hydroxypropan-2-yl)thiazol-4-yl)-5',6-Dimethyl-2H-[1,4'-bipyridyl]-2-one ClC=1C(N(C(=CC1OCC1=NC=C(C=C1F)F)C)C1=CC(=NC=C1C)C=1N=C(SC1)C(C)(C)O)=O